ClC=1C=CC(=C(C1)C1=NN(C=C1NC(=O)C=1C=NN2C1N=CC=C2)CCC#N)OC N-(3-(5-chloro-2-methoxyphenyl)-1-(2-cyanoethyl)-1H-pyrazol-4-yl)pyrazolo[1,5-a]pyrimidine-3-carboxamide